pentamethylcyclopentadienylruthenium(II) CC1=C(C(=C(C1([Ru+])C)C)C)C